Cl.C1OC2=CC=C(CC(N)C)C=C2O1 4-methylenedioxyamphetamine hydrochloride